N-(2-amino-4-(4-(trifluoromethyl)phenethyl)phenyl)heptanamide NC1=C(C=CC(=C1)CCC1=CC=C(C=C1)C(F)(F)F)NC(CCCCCC)=O